7-(3-cyclopropylphenoxy)-2,2-dimethyl-3,4-dihydropyrano[3,2-b]pyridine-8-carboxylic acid C1(CC1)C=1C=C(OC=2C(=C3C(=NC2)CCC(O3)(C)C)C(=O)O)C=CC1